CC=1C(=NC=C(C1)C)NC1CCC(CC1)OC1=C2C=C(C=NC2=CC(=N1)N1CCOCC1)O 5-[4-[(3,5-dimethyl-2-pyridyl)amino]cyclohexoxy]-7-morpholino-1,6-naphthyridin-3-ol